C(CCCCCCC)C1CCC(O1)=O 5-octyltetrahydrofuran-2-one